1,3-bis{2-(4-hydroxyphenyl)propyl}benzene OC1=CC=C(C=C1)C(CC1=CC(=CC=C1)CC(C)C1=CC=C(C=C1)O)C